5-methoxy-3-((6'-methyl-2,3,5,6,6',7'-hexahydrospiro[pyran-4,5'-pyrrolo[3,4-b]pyridin]-2'-yl)amino)-6-(3-methyl-3H-imidazo[4,5-c]pyridin-7-yl)picolinamide COC=1C=C(C(=NC1C=1C2=C(C=NC1)N(C=N2)C)C(=O)N)NC2=CC=C1C(=N2)CN(C12CCOCC2)C